4-morpholino-4-oxobutanamide O1CCN(CC1)C(CCC(=O)N)=O